ClC1=C(C=C2CCNCC2=C1)NC1=NC=C(C(=N1)C1=CC(=C(S1)C(=O)N1CCOCC1)S(=O)(=O)C)C(F)(F)F (5-(2-((7-chloro-1,2,3,4-tetrahydroisoquinolin-6-yl)amino)-5-(trifluoromethyl)pyrimidin-4-yl)-3-(methylsulfonyl)thiophen-2-yl)(morpholino)methanone